C(#C)C=1C(=CC=C2C=C(C=C(C12)C1=C(C=2N=C(N=C(C2C=N1)N1C[C@@H](CCCC1)NC(C=C)=O)OCC12CCCN2CCC1)F)O)F N-[(3R)-1-[7-(8-ethynyl-7-fluoro-3-hydroxynaphthalen-1-yl)-8-fluoro-2-(hexahydropyrrolizin-7a-ylmethoxy)pyrido[4,3-d]pyrimidin-4-yl]azepan-3-yl]prop-2-enamide